tert-butyl-4-(2-((4-(5-benzamido-1-methyl-1H-pyrazol-3-yl)phenyl)carbamoyl)phenyl)piperidine-1-carboxylate C(C)(C)(C)OC(=O)N1CCC(CC1)C1=C(C=CC=C1)C(NC1=CC=C(C=C1)C1=NN(C(=C1)NC(C1=CC=CC=C1)=O)C)=O